[PH2](OC1=CC=C(C=C1)CCCCCCCCC)=O.[Ni] nickel (p-nonylphenyl) phosphinate